CC(C)(C)C1=CC=C(C=C1)N(C)C 4-tert-butyl-N,N-dimethylaniline